6-methoxy-3-methyl-2,3,4,9-tetrahydro-1H-pyrido[3,4-b]indole COC=1C=C2C3=C(NC2=CC1)CNC(C3)C